FC1=CC=C(C=C1)C(CCC(CNC(OC(C)(C)C)=O)C)=O tert-butyl N-[5-(4-fluorophenyl)-2-methyl-5-oxo-pentyl]carbamate